5,7-dichloro-2-methylpyrazolo[1,5-a]pyrimidine ClC1=NC=2N(C(=C1)Cl)N=C(C2)C